(2R)-2-[[4-(2,6-dichloro-4-fluoro-phenyl)-7-quinolyl]oxy]-1-(2-oxa-7-azaspiro[3.5]nonan-7-yl)propan-1-one ClC1=C(C(=CC(=C1)F)Cl)C1=CC=NC2=CC(=CC=C12)O[C@@H](C(=O)N1CCC2(COC2)CC1)C